5-amino-8-[2-(hydroxymethyl)-6-methyl-4-pyridyl]-2-[(5-methylisoxazol-3-yl)methyl]-7-phenyl-[1,2,4]triazolo[4,3-c]pyrimidin-3-one NC1=NC(=C(C=2N1C(N(N2)CC2=NOC(=C2)C)=O)C2=CC(=NC(=C2)C)CO)C2=CC=CC=C2